3-(quinolin-4-yl)-4,5-dihydroisoxazole-5-carboxamide N1=CC=C(C2=CC=CC=C12)C1=NOC(C1)C(=O)N